C(CCC)OC(=O)C1CC12C(CCCC2)=O 4-Oxospiro[2.5]octane-1-carboxylic acid butyl ester